FC1=CN=C2C(=CC=NC2=C1)C(=O)NC1CC(C1)C1=NN=C(N1C1=C(C=CC=C1)F)C1=NC=C(C=C1)S(=O)(=O)C 7-fluoro-N-((1s,3r)-3-(4-(2-fluorophenyl)-5-(5-(methylsulfonyl)pyridin-2-yl)-4H-1,2,4-triazol-3-yl)cyclobutyl)-1,5-naphthyridine-4-carboxamide